Trans-3-(((((9H-fluoren-9-yl)methoxy)carbonyl)amino)methyl)cyclobutane-1-carboxylic acid C1=CC=CC=2C3=CC=CC=C3C(C12)COC(=O)NC[C@@H]1C[C@H](C1)C(=O)O